(3R,4R)-1-(1-(4-(1,1-Difluoroethyl)benzyl)-5,6-difluoro-1H-benzimidazol-2-yl)-4-fluoro-3-piperidinamin FC(C)(F)C1=CC=C(CN2C(=NC3=C2C=C(C(=C3)F)F)N3C[C@H]([C@@H](CC3)F)N)C=C1